(5-((6-((S)-3-benzylisoxazolidin-2-yl)pyrimidin-4-yl)amino)-2-((1S,4S)-5-ethyl-2,5-diazabicyclo[2.2.1]hept-2-yl)-4-methoxyphenyl)acrylamide C(C1=CC=CC=C1)[C@@H]1N(OCC1)C1=CC(=NC=N1)NC=1C(=CC(=C(C1)C(C(=O)N)=C)N1[C@@H]2CN([C@H](C1)C2)CC)OC